C(C)C1N(CC2(CCC2)C1)S(=O)(=O)C1=CC=C2CCN(CC2=C1)C(C(C)C)=O 1-(7-((7-ethyl-6-azaspiro[3.4]octan-6-yl)sulfonyl)-3,4-dihydroisoquinolin-2(1H)-yl)-2-methylpropan-1-one